C(C)(C)(C)OC(=O)N1C(CCCC1)N(C)CC(=O)NC1=CC2=C(OCO2)C=C1C(C)=O ((2-((6-Acetylbenzo[d][1,3]dioxol-5-yl)amino)-2-oxoethyl)(methyl)amino)piperidine-1-carboxylic acid tert-butyl ester